(4-(morpholine-4-carbonyl)-2-(piperidin-1-yl)phenyl)-5-(1H-pyrazol-4-yl)furan-2-carboxamide N1(CCOCC1)C(=O)C1=CC(=C(C=C1)C1=C(OC(=C1)C=1C=NNC1)C(=O)N)N1CCCCC1